ClC1=NC(=C(C(=N1)N1[C@H](CN(CC1)C(=O)OC(C)(C)C)C)[N+](=O)[O-])CC1(CCCC2=CC=CC=C12)C(=O)OC (3S)-tert-butyl 4-(2-chloro-6-((1-(methoxycarbonyl)-1,2,3,4-tetrahydronaphthalen-1-yl) methyl)-5-nitropyrimidin-4-yl)-3-methylpiperazine-1-carboxylate